C(CCC)C=1C(NC(NC1C)=S)=O 5-butyl-6-methyl-2-thioxo-1H-pyrimidin-4-one